CC1=CN(C=2CC(CC(C12)=O)(C)C)S(=O)(=O)C1=CC=C(C)C=C1 3,6,6-trimethyl-1-tosyl-1,5,6,7-tetrahydro-4H-indol-4-one